4,4-diethyl-2-imino-6-oxotetrahydropyrimidine C(C)C1(NC(NC(C1)=O)=N)CC